N-(2'-fluoro-4-((methylamino)methyl)-[1,1'-biphenyl]-2-yl)-4-methylbenzenesulfonamide FC1=C(C=CC=C1)C1=C(C=C(C=C1)CNC)NS(=O)(=O)C1=CC=C(C=C1)C